6-(2,4,6-Trihydroxybenzylamino)-9-β-D-arabinofuranosylpurin OC1=C(CNC2=C3N=CN(C3=NC=N2)[C@H]2[C@@H](O)[C@H](O)[C@H](O2)CO)C(=CC(=C1)O)O